C(C1=CC=CC=C1)OC(=O)NC=1C=C(C=CC1)C1=C(C2=C(C(=N1)C=1C=C3CCN(CC3=CC1)C(=O)OC(C)(C)C)C=CS2)C2=C(C=C(C=C2)F)OCCOC tertbutyl 6-[6-[3-(benzyloxy carbonylamino)phenyl]-7-[4-fluoro-2-(2-methoxyethoxy)phenyl]thieno[3,2-c]pyridin-4-yl]-3,4-dihydro-1H-isoquinoline-2-carboxylate